C1(=CC=CC=C1)N1C2=CC=CC=C2C=2C=C(C=CC12)C=1C2=CC=CC=C2C(=C2C=CC=CC12)C1=CC=CC2=CC=CC=C12 9-(9-phenylcarbazole-3-yl)-10-(naphthalene-1-yl)anthracene